nonanoic acid butyl ester C(CCC)OC(CCCCCCCC)=O